5-(4-fluorophenyl)-1-(2-hydroxyethyl)-6-methyl-4-oxo-1,4-dihydropyridine-3-carboxylic acid FC1=CC=C(C=C1)C=1C(C(=CN(C1C)CCO)C(=O)O)=O